(R)-1-(1H-indol-1-yl)propan-2-amine N1(C=CC2=CC=CC=C12)C[C@@H](C)N